FC1=CC=C(CC2=CC3=C(OCCN3)N=C2)C=C1 7-(4-fluorobenzyl)-2,3-dihydro-1H-pyrido[2,3-b][1,4]oxazin